COC(=O)C1(CCC2(C(=CC3=CC=4OCCOC4C=C23)Br)CC1)NC1=CC(=CC=C1)Cl (1s,4s)-7'-bromo-4-(3-chloroanilino)-2',3'-dihydrospiro[cyclohexane-1,6'-indeno[5,6-b][1,4]dioxine]-4-carboxylic acid methyl ester